1,3-dimethylimidazole hydrochloride Cl.CN1CN(C=C1)C